CN(C)[Si](C)(C)CC[Si](C)(C)N(C)C Bis(dimethylaminodimethylsilyl)ethane